3,3a,4,8b-tetrahydroindeno[1,2-b]pyrrol-2(1H)-one N1C2C(CC1=O)CC1=CC=CC=C12